COC1=CC=C(COC=2N=CC3=CC(=CC=C3C2C)N)C=C1 3-((4-methoxybenzyl)oxy)-4-methylisoquinolin-7-amine